FC1=C(C=C(C(=C1)OC)S(=O)(=O)N1CCN(C2=CC=CC=C12)C)N1C(NC=2C(C1=O)=C(SC2)C(=O)O)=O 3-[2-fluoro-4-methoxy-5-(4-methyl-2,3-dihydroquinoxaline-1-sulfonyl)phenyl]-2,4-dioxo-1H-thieno[3,4-d]pyrimidine-5-carboxylic acid